1-[1-[[7-chloro-8-fluoro-4-(1,4-oxazepan-4-yl)pyrido[4,3-d]pyrimidin-2-yl]oxymethyl]cyclopropyl]-N,N-dimethyl-methanamine ClC1=C(C=2N=C(N=C(C2C=N1)N1CCOCCC1)OCC1(CC1)CN(C)C)F